CN1N=CC(=C1)S(=O)(=O)NC1=NC(=C(C(=N1)OC1=CC=C(C=C1)C1CCN(CC1)C)CCC)C1=C(C=CC=C1)C 1-methyl-N-[4-[4-(1-methyl-4-piperidyl)phenoxy]-6-(o-tolyl)-5-propyl-pyrimidin-2-yl]pyrazole-4-sulfonamide